4-(benzo[d]thiazol-2-ylmethoxy)aniline S1C(=NC2=C1C=CC=C2)COC2=CC=C(N)C=C2